4-(((1R,3R,5S)-8-azabicyclo[3.2.1]oct-3-yloxy)methyl)-5-cyclopropyl-3-(2,6-dichlorophenyl)isoxazole [C@H]12CC(C[C@H](CC1)N2)OCC=2C(=NOC2C2CC2)C2=C(C=CC=C2Cl)Cl